FC(C1=C(C=CC2=C1[S@@](C([C@@H]2F)(F)F)=O)OC=2C=C(C#N)C=C(C2)F)F 3-(((1S,3R)-7-(difluoromethyl)-2,2,3-trifluoro-1-oxido-2,3-dihydrobenzo-[b]thiophen-6-yl)oxy)-5-fluorobenzonitrile